3,8-divinyl-1,10-phenanthroline C(=C)C=1C=NC2=C3N=CC(=CC3=CC=C2C1)C=C